8-amino-N-(4-{2-[(1-cyclohexylpiperidin-4-yl)amino]-2-oxoethyl}-1,3-thiazol-2-yl)-4,4-dimethyl-4,5-dihydro-1H-pyrazolo[4,3-H]quinazoline-3-carboxamide NC1=NC=2C3=C(C(CC2C=N1)(C)C)C(=NN3)C(=O)NC=3SC=C(N3)CC(=O)NC3CCN(CC3)C3CCCCC3